C(C)(C)C=1C(=NNC1C=1C=C(C=2N(C1)N=CN2)OC)C2=NC=C(C=C2)N2CC1(C2)CN(C1)C1CCOCC1 6-(4-isopropyl-3-(5-(6-(tetrahydro-2H-pyran-4-yl)-2,6-diazaspiro[3.3]heptan-2-yl)pyridin-2-yl)-1H-pyrazol-5-yl)-8-methoxy-[1,2,4]triazolo[1,5-a]pyridine